1-isopropyl-5-methyl-3-(p-tolyl)-pyrazol-4-ol C(C)(C)N1N=C(C(=C1C)O)C1=CC=C(C=C1)C